N-[{8-(3,5-dichlorophenoxy)quinolin-5-yl}methyl]acrylamide ClC=1C=C(OC=2C=CC(=C3C=CC=NC23)CNC(C=C)=O)C=C(C1)Cl